C(C)(C)C1=C(C(=CC=C1)C(C)C)N=C=NC1=C(C=CC=C1C(C)C)C(C)C bis(2,6-di-isopropyl-phenyl)carbodiimide